C(C)(=O)O[C@H]1C[C@@](O[C@H]([C@@H]1NC(CF)=O)[C@@H]([C@@H](CNC(CC1=CC=C(C=C1)Cl)=O)OC(C)=O)OC(C)=O)(C(=O)OC)OCC1=C(C(=CC=C1)F)F methyl (2R,4S,5R,6R)-4-(acetyloxy)-6-[(1R,2R)-1,2-bis(acetyloxy)-3-[2-(4-chlorophenyl)acetamido]propyl]-2-[(2,3-difluorophenyl)methoxy]-5-(2-fluoroacetamido)oxane-2-carboxylate